tert-butyl 4-[(1S,4S,5R)-5-[[4-cyclopropyl-1-(2,6-dichlorophenyl)-1H-pyrazol-5-yl]methoxy]-2-azabicyclo[2.2.1]heptan-2-yl]-2-fluorobenzoate C1(CC1)C=1C=NN(C1CO[C@H]1[C@@H]2CN([C@H](C1)C2)C2=CC(=C(C(=O)OC(C)(C)C)C=C2)F)C2=C(C=CC=C2Cl)Cl